CN1C(C2=C(C(=C1)B1OC(C(O1)(C)C)(C)C)C=C(N2S(=O)(=O)C2=CC=C(C)C=C2)C=2C=NN(C2)C)=O 6-methyl-2-(1-methyl-1H-pyrazol-4-yl)-4-(4,4,5,5-tetramethyl-1,3,2-dioxaborolan-2-yl)-1-tosyl-1,6-dihydro-7H-pyrrolo[2,3-c]pyridin-7-one